O(C1=CC=CC=C1)C1=CC=C(C=C1)NC1CCC(CC1)N N1-(4-phenoxyphenyl)cyclohexane-1,4-diamine